(R)-2-ethyl-1-(trifluoroacetyl)piperazine hydrochloride Cl.C(C)[C@H]1N(CCNC1)C(C(F)(F)F)=O